1-((R)-3-(3-(4-(4-(2-amino-4-(difluoromethyl)pyrimidin-5-yl)-6-((S)-3-methylmorpholino)-1,3,5-triazin-2-yl)piperazin-1-yl)-3-oxopropoxy)piperidin-1-yl)prop-2-en-1-one NC1=NC=C(C(=N1)C(F)F)C1=NC(=NC(=N1)N1[C@H](COCC1)C)N1CCN(CC1)C(CCO[C@H]1CN(CCC1)C(C=C)=O)=O